4-(p-maleimidophenyl)butanoic acid sulfo-succinimidyl ester S(=O)(=O)(O)C1C(=O)N(C(C1)=O)OC(CCCC1=CC=C(C=C1)N1C(C=CC1=O)=O)=O